4'-(difluoromethyl)-N-(3-(4,4-difluoropiperidin-1-yl)-4-methoxyphenyl)-5-(ethylsulfonamido)-[1,1'-biphenyl] FC(C1=CC=C(C=C1)C1=CC=CC(=C1)N(S(=O)(=O)CC)C1=CC(=C(C=C1)OC)N1CCC(CC1)(F)F)F